ClC1=C(C=CC=C1)[C@H]([C@@H](C(C)C)O)O 1-(2-chlorophenyl)-3-methyl-(R,R)-1,2-butanediol